Cl.N[C@@H](C(=O)N[C@@H](CCCC1=CC=CC=C1)B1OC(C(O1)(C)C)(C)C)CCS(=O)(=O)C (2R)-2-amino-4-methylsulfonyl-N-[(1R)-4-phenyl-1-(4,4,5,5-tetramethyl-1,3,2-dioxaborolan-2-yl)butyl]butanamide hydrochloride